(2s,4s)-2-((1r,5s,6r)-6-(3-(tert-butyl)phenyl)-1-methyl-3-azabicyclo[3.1.0]hexane-3-carbonyl)-7-oxa-5-azaspiro[3.4]octan-6-one C(C)(C)(C)C=1C=C(C=CC1)[C@H]1[C@@H]2CN(C[C@]12C)C(=O)C1CC2(C1)NC(OC2)=O